1-ethyl-2-Methoxybenzene C(C)C1=C(C=CC=C1)OC